C(C1=CC=CC=C1)N(C1=NC(=NC=2C(CCCC12)OCCN1CC(C1)F)N1C(=CC=2C(=CC=CC12)C(=O)N)C)CC1=C(C=C(C=C1)OC)OC 1-(4-(benzyl(2,4-dimethoxybenzyl)amino)-8-(2-(3-fluoroazetidin-1-yl)ethoxy)-5,6,7,8-tetrahydroquinazolin-2-yl)-2-methyl-indole-4-carboxamide